C[C@]12[C@H](N(C=3N=C(N=CC31)NC3=CC=C(C=C3)N3CCN(CC3)C)C3=CC=CC(=N3)C(C)(C)O)CC(OC2)(C)C 2-(6-((4bR,8aR)-4b,7,7-trimethyl-2-((4-(4-methylpiperazin-1-yl)phenyl)amino)-4b,7,8,8a-tetrahydropyrano[3',4':4,5]pyrrolo[2,3-d]pyrimidin-9(5H)-yl)pyridin-2-yl)propan-2-ol